CC1=C(C=CC(=C1)O)N The molecule is a substituted aniline in which the aniline ring carries 4-hydroxy and 6-methyl substituents; a urinary metabolite of lidocaine. It has a role as a drug metabolite. It is a member of phenols and a substituted aniline.